4-Chloro-6-(cyclopropanecarboxamido)-N-methylnicotinamide ClC1=CC(=NC=C1C(=O)NC)NC(=O)C1CC1